CN1C(=NN=C1)C1=C(C=CC=C1)C1=CC(=NC=C1)C(=O)N 4-(2-(4-methyl-4H-1,2,4-triazol-3-yl)phenyl)picolinamide